N-cyclopropylmethyl-4'-propargyloxy-4-biphenylsulfonamide C1(CC1)CNS(=O)(=O)C1=CC=C(C=C1)C1=CC=C(C=C1)OCC#C